C(CCC)(=O)OC\C=C\CCCCC Trans-2-Octen-1-Yl Butanoate